ClC=1C(=NOC1C)N(S(=O)(=O)C=1C(=CC=CC1)C1=C(C=CC=C1)COCC)COC N-(4-chloro-5-methylisoxazol-3-yl)-2'-(ethoxymethyl)-N-(methoxymethyl)-[1,1'-biphenyl]-2-sulfonamide